CC=1[C@H](C[C@@H](CC1)C(=C)C)O trans-2-methyl-5-(1-methylvinyl)-2-cyclohexen-1-ol